15-Hydroxy-triacontanoic acid OC(CCCCCCCCCCCCCC(=O)O)CCCCCCCCCCCCCCC